(3-butenyl) (1,1-dimethyl-2-propynyl) 3-butenylphosphonate C(CC=C)P(OCCC=C)(OC(C#C)(C)C)=O